6-(7-((4-hydroxy-6-azaspiro[2.5]octan-6-yl)carbonyl)-2-quinoxalinyl)-2-methyl-1(2H)-isoquinolinone OC1C2(CC2)CCN(C1)C(=O)C1=CC=C2N=CC(=NC2=C1)C=1C=C2C=CN(C(C2=CC1)=O)C